methyl 3-(4-cyano-2-methoxy-phenoxy)-6-(4-cyanophenyl)-5-methyl-pyridazine-4-carboxylate C(#N)C1=CC(=C(OC=2N=NC(=C(C2C(=O)OC)C)C2=CC=C(C=C2)C#N)C=C1)OC